4-[[(2R,3s,4r,5s)-3-(3,4-difluoro-2-methoxy-phenyl)-4,5-dimethyl-5-(trifluoromethyl)tetrahydrofuran-2-carbonyl]amino]-6-methyl-pyridine-2-carboxamide FC=1C(=C(C=CC1F)[C@H]1[C@@H](O[C@@]([C@@H]1C)(C(F)(F)F)C)C(=O)NC1=CC(=NC(=C1)C)C(=O)N)OC